2-[9-(3-acetamidopropyl)-1,9-diazatricyclo[6.3.1.04,12]dodeca-2,4(12),5,7-tetraen-2-yl]-7-methoxy-1-methyl-benzimidazole-5-carboxylic acid methyl ester COC(=O)C1=CC2=C(N(C(=N2)C=2N3CCN(C4=CC=CC(C2)=C34)CCCNC(C)=O)C)C(=C1)OC